O=C1NC(CCC1C1=NN(C2=C(C=CC=C12)OC1CCN(CC1)C(=O)OC(C)(C)C)C)=O tert-butyl 4-((3-(2,6-dioxopiperidin-3-yl)-1-methyl-1H-indazol-7-yl)oxy)piperidine-1-carboxylate